5-chloro-1-(4-(2-methoxypyridin-4-yl)benzyl)-1H-indazole-7-carboxylic acid methyl ester COC(=O)C=1C=C(C=C2C=NN(C12)CC1=CC=C(C=C1)C1=CC(=NC=C1)OC)Cl